BrC1=C(C=CC=C1)OCC(=C)C 1-bromo-2-((2-methylallyl)oxy)benzene